6-((3S,4S)-4-amino-3-methyl-2-oxa-8-azaspiro[4.5]decan-8-yl)pyridine N[C@@H]1[C@@H](OCC12CCN(CC2)C2=CC=CC=N2)C